ClC=1C=C(C=NC1)C1CN(CCN1)C(=O)OC(C)(C)C tert-butyl 3-(5-chloropyridin-3-yl)piperazine-1-carboxylate